6,7-dibromo-2-hexylquinoxaline BrC=1C=C2N=CC(=NC2=CC1Br)CCCCCC